C(C=C)(=O)OCCCC(=CCO[SiH3])CCCOC(C=C)=O bis(γ-acryloxypropyl)vinylmethoxysilane